C(C)(C)(C)OC(=O)N[C@H](C(=O)N1[C@@H]([C@@H]2[C@H](C1)CCC2)C(=O)O)C(C)(C)C (1S,3aR,6aS)-2-((S)-2-((tert-butyloxycarbonyl)amino)-3,3-dimethylbutyryl)octahydrocyclopenta[c]pyrrole-1-carboxylic acid